3-(5-bromo-6-oxo-1,6-dihydropyridin-3-yl)-4,4-difluoropiperidine-1-carboxylic acid tert-butyl ester C(C)(C)(C)OC(=O)N1CC(C(CC1)(F)F)C1=CNC(C(=C1)Br)=O